C1(=CC=CC=C1)CCCCCCCCCCCC(=O)O 12-phenyl-dodecanoic acid